C(CCCCCCCC)(=O)[O-].[Rh+3].C(CCCCCCCC)(=O)[O-].C(CCCCCCCC)(=O)[O-] rhodium pelargonate